C1(CCCCC1)C(C(=O)OCC(C)(C)C)(C(C(=O)OCC(C)(C)C)C1CCCCC1)C di-neopentyl 2,3-dicyclohexyl-2-methylsuccinate